2-[1-(2-fluorophenyl)-1H-pyrazol-4-yl]-N-(piperidin-4-yl)-N-(propan-2-yl)-1,3-thiazole-4-carboxamide FC1=C(C=CC=C1)N1N=CC(=C1)C=1SC=C(N1)C(=O)N(C(C)C)C1CCNCC1